C(CCCCCCC)(=O)[C@@]([C@]([C@@]([C@](C(=O)C(C)=O)(O)C(C)=O)(O)C(C)=O)(O)C(C)=O)(O)CO octanoyl-tetraacetyl-glucose